3-(4-((2-cyclopropylethyl)((1s,4s)-4-((3-(trifluoromethyl)bicyclo[1.1.1]pentan-1-yl)amino)cyclohexyl)amino)-1-oxoisoindolin-2-yl)piperidine-2,6-dione C1(CC1)CCN(C1=C2CN(C(C2=CC=C1)=O)C1C(NC(CC1)=O)=O)C1CCC(CC1)NC12CC(C1)(C2)C(F)(F)F